FC=1C=CC2=C([C@H](CO2)CC(=O)NC2=CC=C(C=C2)[C@H]2C=3N(CCC2)C=NC3C)C1 2-((R)-5-fluoro-2,3-dihydrobenzofuran-3-yl)-N-(4-((S)-1-methyl-5,6,7,8-tetrahydroimidazo[1,5-a]pyridin-8-yl)phenyl)acetamide